BrC1=C2CC[C@@H](C2=CC=C1)NC=1N=C(C(=NC1C(F)(F)F)C=O)OC (S)-5-((4-bromo-2,3-dihydro-1H-inden-1-yl)amino)-3-methoxy-6-(trifluoromethyl)pyrazine-2-carboxaldehyde